CC=1C=CN=NC1N1CC=2C=C(C=NC2CC1)C([2H])([2H])[2H] 5-methyl-6-(3-(methyl-d3)-7,8-dihydro-1,6-naphthyridin-6(5H)-yl)pyridazin